((2R,3S,4R,5R)-5-(4-aminopyrrolo[2,1-f][1,2,4]triazin-7-yl)-5-cyano-4-hydroxy-3-(propionyloxy)tetrahydrofuran-2-yl)methyl L-valinate N[C@@H](C(C)C)C(=O)OC[C@H]1O[C@@]([C@@H]([C@@H]1OC(CC)=O)O)(C#N)C1=CC=C2C(=NC=NN21)N